3-amino-N-{2-[3-amino-4-(propan-2-yloxy)pyrrolidin-1-yl]-5,6,7,8-tetrahydroquinolin-6-yl}-5-fluoro-6-methylthieno[2,3-b]pyridine-2-carboxamide NC1=C(SC2=NC(=C(C=C21)F)C)C(=O)NC2CC=1C=CC(=NC1CC2)N2CC(C(C2)OC(C)C)N